N1=CC(=CC=C1)CNC(=O)[C@@H]1CC12CCN(CC2)C(=O)OC(C(F)(F)F)C(F)(F)F |r| 1,1,1,3,3,3-hexafluoropropan-2-yl (±)-1-((pyridin-3-ylmethyl)carbamoyl)-6-azaspiro[2.5]octane-6-carboxylate